FC(C(C(C)=O)(C)C)(F)F 4,4,4-trifluoro-3,3-dimethylbutan-2-one